(6-Fluoro-3,3,9-trimethyl-1,3,4,5-tetrahydropyrido[4,3-b]indol-2-yl)-(5-(trifluoromethyl)-1H-pyrazol-3-yl)methanone FC1=CC=C(C=2C3=C(NC12)CC(N(C3)C(=O)C3=NNC(=C3)C(F)(F)F)(C)C)C